BrC1=C2C=C(C(NC2=CC(=C1)C)=O)C1=CC=C(C=C1)OC 5-bromo-3-(4-methoxyphenyl)-7-methylquinolin-2(1H)-one